(3R)-4-[4-(dimethyl-1H-1,2,3-triazol-5-yl)-5-methyl-7-[3-methyl-1-(tetrahydropyran-2-yl)-1H-pyrazol-5-yl]imidazo[1,5-b]pyridazin-2-yl]-3-methylmorpholine CC=1N=NN(C1C=1C=2N(N=C(C1)N1[C@@H](COCC1)C)C(=NC2C)C2=CC(=NN2C2OCCCC2)C)C